palladium-copper silver-rhodium [Rh].[Ag].[Cu].[Pd]